methyl 4-[(3S,4R)-3-[tert-butoxycarbonyl(methyl)amino]-4-methyl-pyrrolidin-1-yl]-2-methyl-indazole-7-carboxylate C(C)(C)(C)OC(=O)N([C@@H]1CN(C[C@H]1C)C=1C2=CN(N=C2C(=CC1)C(=O)OC)C)C